ClC=1C=2C(N=C3N(C2C=CC1)C1=CC=C(C=C1C3(C)C)C3CCN(CC3)C3CCC(CC3)CN3CCC(CC3)C3=CC=C(C=C3)NC3C(NC(CC3)=O)=O)=O 3-((4-(1-((4-(4-(4-chloro-7,7-dimethyl-5-oxo-5,7-dihydroindolo[1,2-a]quinazolin-9-yl)piperidin-1-yl)cyclohexyl)methyl)piperidin-4-yl)phenyl)amino)piperidine-2,6-dione